C(C)/C(/C(C)=O)=C\C1=CC=C(C=C1)OC (E)-3-ethyl-4-(4-methoxyphenyl)-but-3-en-2-one